benzyl-3,4-di-O-benzyl-6-levulinyl-alpha-D-galactopyranose C(C1=CC=CC=C1)[C@@]1(O)[C@H](O)[C@@H](OCC2=CC=CC=C2)[C@@H](OCC2=CC=CC=C2)[C@H](O1)C(O)C(CCC(=O)C)=O